2-(difluoromethyl)-5-(4-((4-(3-((3r,5s)-3,5-dimethylpiperazin-1-yl)phenyl)-1H-1,2,3-triazol-1-yl)methyl)phenyl)-1,3,4-oxadiazole FC(C=1OC(=NN1)C1=CC=C(C=C1)CN1N=NC(=C1)C1=CC(=CC=C1)N1C[C@H](N[C@H](C1)C)C)F